(2-((5-chloro-2-((6-methoxy-1,2,3,4-tetrahydroisoquinolin-7-yl)amino)pyrimidin-4-yl)amino)-5-hydroxyphenyl)dimethyl-phosphine oxide ClC=1C(=NC(=NC1)NC1=C(C=C2CCNCC2=C1)OC)NC1=C(C=C(C=C1)O)P(C)(C)=O